lithium tetrafluorooxalate phosphate P(=O)([O-])(O)O.C(C(=O)O)(=O)F.C(C(=O)O)(=O)F.C(C(=O)O)(=O)F.C(C(=O)O)(=O)F.[Li+]